FC(C1=NC=C(C(=C1)C1=CC(=NC=C1C(=O)O)N1C(C=C(C=C1)C)=O)OC)F 2''-(difluoromethyl)-5''-methoxy-4-methyl-2-oxo-2H-[1,2':4',4''-terpyridine]-5'-carboxylic acid